C1(=CC=CC=C1)C1(CCOCC1)C(=O)N[C@@H](CCOC1CC(C1)CCC1=NC=2NCCCC2C=C1)C(=O)O N-(4-phenyltetrahydro-2H-pyran-4-carbonyl)-O-(3-(2-(5,6,7,8-tetrahydro-1,8-naphthyridin-2-yl)ethyl)cyclobutyl)homoserine